O=C1NC(C2=C(C=CC=C12)NC(=O)C=1C2=C(SC1)C=CC=C2)C2=C(C=CC=C2)C N-(1-oxo-3-(o-tolyl)isoindolin-4-yl)benzo[b]thiophene-3-carboxamide